1-(3-methoxyphenyl)-N3,N3-dimethyl-N1-Phenyl-benzene-1,3-diamine COC=1C=C(C=CC1)C1(CC(=CC=C1)N(C)C)NC1=CC=CC=C1